2,4,6-tris(2-pyridyl)triazine N1=C(C=CC=C1)N1NC(=CC(=N1)C1=NC=CC=C1)C1=NC=CC=C1